OC1(CC(C1)C(=O)N1CC2(C1)CC(C2)CC2=CC=C1C(=N2)N(C=C1)C(C)C)C ((1s,3s)-3-Hydroxy-3-methylcyclobutyl)(6-((1-isopropyl-1H-pyrrolo[2,3-b]pyridin-6-yl)methyl)-2-azaspiro[3.3]heptan-2-yl)methanone